N'-[4-(4,5-dichloro-thiazol-2-yl)oxy-2,5-dimethyl-phenyl]-N-ethyl-N-methyl-formamidine ClC=1N=C(SC1Cl)OC1=CC(=C(C=C1C)N=CN(C)CC)C